2-(6-(3-oxa-6-azabicyclo[3.1.1]heptan-6-yl)-2-methylpyridin-3-yl)spiro[3.3]heptane-2,6-diamine C12COCC(N1C1=CC=C(C(=N1)C)C1(CC3(C1)CC(C3)N)N)C2